2-methoxy-5-(((6-(piperidin-4-yl)pyridin-2-yl)oxy)methyl)pyridine COC1=NC=C(C=C1)COC1=NC(=CC=C1)C1CCNCC1